2-chloro-6-methoxy-pyridin-3-amine ClC1=NC(=CC=C1N)OC